3-bromo-6-oxopyridazin-1(6H)-yl-N,N-dimethylacetamide BrC1=NN(C(C=C1)=O)CC(=O)N(C)C